3-cyclopropyl-7-(hydroxymethyl)quinazoline-2,4(1H,3H)-dione C1(CC1)N1C(NC2=CC(=CC=C2C1=O)CO)=O